FC1=CC=C(C=C1)NC(=O)C1(CC1)C(=O)NC1=CC=C(C=C1)OC1=CC=NC2=CC(=C(C=C12)OC)OCCCN1CCOCC1 N-(4-fluorophenyl)-N'-[4-({6-(methyloxy)-7-[(3-morpholin-4-ylpropyl)oxy]quinolin-4-yl}oxy)phenyl]cyclopropane-1,1-dicarboxamide